C(C)(C)(C)[C@@]1(NC(NC1=O)=O)CNC(=O)C1=NN(N=C1)C1=CC(=C(C=C1)C(F)(F)F)F |r| rac-N-{[4-tert-butyl-2,5-dioxoimidazolidin-4-yl]methyl}-2-[3-fluoro-4-(trifluoromethyl)phenyl]-2H-1,2,3-triazole-4-carboxamide